CC(CC)OCC(C)O 3-[(2-butyl)oxy]-2-propanol